(((((2S,3S,4R,5R)-5-(6-chloro-4-((4-chlorobenzyl)amino)-1H-pyrazolo[3,4-d]pyrimidin-1-yl)-3,4-dihydroxytetrahydrofuran-2-yl)methyl)sulfonyl)methyl)phosphonic acid ClC1=NC(=C2C(=N1)N(N=C2)[C@H]2[C@@H]([C@@H]([C@H](O2)CS(=O)(=O)CP(O)(O)=O)O)O)NCC2=CC=C(C=C2)Cl